1-(3-((1-(2,2-difluoroethyl)-6-((5-methylthiazol-2-yl)amino)-1H-pyrrolo[3,2-c]pyridin-4-yl)oxy)pyrrolidin-1-yl)prop-2-en-1-one FC(CN1C=CC=2C(=NC(=CC21)NC=2SC(=CN2)C)OC2CN(CC2)C(C=C)=O)F